NCC1=C2C=C(N(C2=CC=C1)C1N(N2C(C=N1)=CC=C2)CC2=CC=CC=C2)C 2-(4-(aminomethyl)-2-methyl-1H-indol-1-yl)-N-benzylpyrrolo[2,1-f][1,2,4]triazin